cobalt thiocyanate trihydrate O.O.O.[Co](SC#N)SC#N